N-(2-((1S,3R)-3-((5-Cyano-4-(dimethylamino)pyrimidin-2-yl)amino)cyclohexyl)-3-oxoisoindolin-5-yl)acrylamide C(#N)C=1C(=NC(=NC1)N[C@H]1C[C@H](CCC1)N1CC2=CC=C(C=C2C1=O)NC(C=C)=O)N(C)C